1-hydroxy-3-[2-hydroxy-ethyl]benzene OC1=CC(=CC=C1)CCO